C[C@H](CC(=O)[O-])O D-β-Hydroxybutyrate